C1(=C2N(C=N1)CCC2)C(C(=O)NC=2SC=CN2)N2C(C1=CC(=CC(=C1C2)F)C2=CC=C(C=C2)N2CCN(CC2)CC2=C(C=CC=C2)NC2C(NC(CC2)=O)=O)=O 2-(6,7-dihydro-5H-pyrrolo[1,2-c]imidazol-1-yl)-2-(6-(4-(4-(2-((2,6-dioxopiperidin-3-yl)amino)benzyl)piperazin-1-yl)phenyl)-4-fluoro-1-oxoisoindolin-2-yl)-N-(thiazol-2-yl)acetamide